ClC1=CC(=C(C=C1OC)CCN)OC 1-(4-chloro-2,5-dimethoxyphenyl)-2-aminoethane